BrC=1C(=CC(=NC1)C(CCC=C)=O)C 1-(5-bromo-4-methylpyridin-2-yl)pent-4-en-1-one